2,2-Bis[3-[2-(2-pyridyl)ethylsulfanyl]propoxymethyl]butan-1-ol N1=C(C=CC=C1)CCSCCCOCC(CO)(CC)COCCCSCCC1=NC=CC=C1